3-(4-(2-(dimethylamino)acetamido)phenyl)-5-((2-(2-methoxyethoxy)pyridin-4-yl)amino)-1H-pyrazole-4-carboxamide CN(CC(=O)NC1=CC=C(C=C1)C1=NNC(=C1C(=O)N)NC1=CC(=NC=C1)OCCOC)C